2-[[6-(4-methoxy-3-methyl-phenyl)-2-oxo-3H-imidazo[4,5-b]pyridin-1-yl]methyl]benzonitrile COC1=C(C=C(C=C1)C=1C=C2C(=NC1)NC(N2CC2=C(C#N)C=CC=C2)=O)C